ClC=1C=C(OC=2C3=C(N=CN2)C=CC(=N3)N3[C@@H]2CN([C@H](C3)C2)C(=O)OC(C)(C)C)C=CC1 tert-butyl (1S,4S)-5-(4-(3-chlorophenoxy)pyrido[3,2-d]pyrimidin-6-yl)-2,5-diazabicyclo[2.2.1]heptane-2-carboxylate